C(C)OC1=C(C(=O)O)C(=CC(=C1)C1=NC=NC(=C1)NCCN1C(=CC2=C(C=CC(=C12)F)C)C)F 2-Ethoxy-6-fluoro-4-{6-[2-(7-fluoro-2,4-dimethyl-indol-1-yl)-ethylamino]-pyrimidin-4-yl}-benzoic acid